[N+](=O)([O-])C1=CC=C(C=C1)OC(=O)C1=CC2=C(S1)C=CC=C2 benzo[b]thiophene-2-carboxylic acid 4-nitrophenyl ester